O=C1C2=C(C=NN1COCC[Si](C)(C)C)N(CCC2)C(CONC(CC2CCN(CC2)C2=NC=C(C=N2)C(F)(F)F)=O)C N-(2-(5-oxo-6-((2-(trimethylsilyl)ethoxy)methyl)-3,4,5,6-tetrahydropyrido[2,3-d]pyridazin-1(2H)-yl)propoxy)-2-(1-(5-(trifluoromethyl)pyrimidin-2-yl)piperidin-4-yl)acetamide